COC1=C(C=CC=C1OC)C(C)O (2,3-dimethoxyphenyl)ethan-1-ol